C(C)(C)(C)OC(NC1=NC(=NC=C1)N1CC(C(C(C1)(C)C)O)(F)F)=O 2-(3,3-difluoro-4-hydroxy-5,5-dimethylpiperidin-1-yl)pyrimidine-4-yl-carbamic acid tert-butyl ester